ClC1=CC(=C(C=C1)[C@@H]1OC2=C(C=CC=C2C=C1)C1CCN(CC1)C(=O)OC(C)(C)C)F (R)-tert-butyl 4-(2-(4-chloro-2-fluorophenyl)-2H-chromen-8-yl)piperidine-1-carboxylate